C(C)(C)C=1CCC2C3(CCCC(C3CC=C2C1)(C(=O)OC(C(=O)O)(CC(=O)O)C)C)C 2-((7-isopropyl-1,4a-dimethyl-1,2,3,4,4a,4b,5,6,10,10a-decahydrophenanthrene-1-carbonyl)oxy)-2-methylsuccinic acid